2,3-epoxy(propyl)benzene CCCC1=C2C(=CC=C1)O2